CC1(CN(C1)CC(=O)NC=1C=C(C(=NC1)C)NC(=O)C=1C=NN2C1SC(=C2)C=2C=NN(C2)CC2COC2)C N-(5-(2-(3,3-dimethylazetidin-1-yl)acetamido)-2-methylpyridin-3-yl)-2-(1-(oxetan-3-ylmethyl)-1H-pyrazol-4-yl)pyrazolo[5,1-b]thiazole-7-carboxamide